3,4-dihydroxy-5-methoxy-4'-(trifluoromethyl)-[1,1'-biphenyl]-2-carboxaldehyde OC1=C(C(=CC(=C1O)OC)C1=CC=C(C=C1)C(F)(F)F)C=O